N1=NC(=CC=C1)NC(=O)C1=NC=NC(=C1)C1=CC(=CC=C1)Cl 6-(3-chloro-phenyl)-pyrimidine-4-carboxylic acid pyridazin-3-ylamide